3-(4-(4-methylthiazol-5-yl)phenyl)propanoate CC=1N=CSC1C1=CC=C(C=C1)CCC(=O)[O-]